C(C=C)N(CCOCCOCCOCCN1N=NC(=C1)CN1CCS(CC1)(=O)=O)CC=C 4-((1-(12-allyl-3,6,9-trioxa-12-azapentadec-14-en-1-yl)-1H-1,2,3-triazol-4-yl)methyl)thiomorpholine 1,1-dioxide